3-methyl-4-(3-oxocyclobutyl)-1-(2-trimethylsilylethoxymethyl)benzimidazol-2-one CN1C(N(C2=C1C(=CC=C2)C2CC(C2)=O)COCC[Si](C)(C)C)=O